CCCCC[C@@H](/C=C/[C@H]1[C@@H](CC(=O)[C@@H]1CC(=O)CCCCC(=O)[O-])O)O The molecule is a prostaglandin carboxylic acid anion that is the conjugate base of 6-oxoprostaglandin E1, obtained by deprotonation of the carboxy group; major species at pH 7.3. It is a conjugate base of a 6-oxoprostaglandin E1.